CC1=CC=2C(=NC=CC2)N1CC=1C=NC(=CC1)NCC1CCN(CC1)C 2-Methyl-N-((6-(((1-methylpiperidin-4-yl)methyl)amino)pyridin-3-yl)methyl)-1H-pyrrolo[2,3-b]pyridin